bis-(2-cyanoethyl) N,N-diisopropylphosphoramidite C(C)(C)N(P(OCCC#N)OCCC#N)C(C)C